NC=1N=NC(=CC1N1CCOC[C@H]1C)C1=C(C=CC=C1)O (2R,5R)-4-(3-Amino-6-(2-hydroxyphenyl)pyridazin-4-yl)-5-methylmorpholin